C(=O)(O)CC(=O)[C@H](O)[C@H](O)[C@@H](O)[C@@H](O)C carboxymethyl-rhamnose